(3R,5S)-5-{[bis(4-methoxyphenyl)(phenyl)methoxy]methyl}pyrrolidin-3-ol COC1=CC=C(C=C1)C(OC[C@@H]1C[C@H](CN1)O)(C1=CC=CC=C1)C1=CC=C(C=C1)OC